N'-((1,2,3,5,6,7-hexahydro-s-indacen-4-yl)carbamoyl)-4-(2-hydroxypropan-2-yl)furan-2-sulfonimidamide C1CCC2=C(C=3CCCC3C=C12)NC(=O)N=S(=O)(N)C=1OC=C(C1)C(C)(C)O